C(=O)N1CCCCC1 1-formylpiperidine